[Li].C(C=C)(=O)NC(CS(=O)(=O)O)(C)C L-2-acrylamido-2-methylpropanesulfonic acid lithium